CC1=CC(=C(S1)NC1=C(C=CC=C1)[N+](=O)[O-])C#N 5-methyl-2-[(2-nitrophenyl)amino]-3-thiophenecarbonitrile